N-{8-chloro-1-[trans-4-(pyridin-2-yloxy)cyclohexyl]-5,6-dihydro-4H-[1,2,4]triazolo[4,3-a][1]benzazepin-5-yl}-dimethylglycinamide ClC=1C=CC2=C(CC(CC=3N2C(=NN3)[C@@H]3CC[C@H](CC3)OC3=NC=CC=C3)NC(CN(C)C)=O)C1